2-(((1s,4s)-4-(3-bromo-2-methylphenoxy)cyclohexyl)oxy)acetaldehyde BrC=1C(=C(OC2CCC(CC2)OCC=O)C=CC1)C